2-fluoro-6-methyl-5-((4-(2-(methylsulfinyl)pyrimidin-4-yl)pyridazin-3-yl)oxy)naphthalen-1-amine FC1=C(C2=CC=C(C(=C2C=C1)OC=1N=NC=CC1C1=NC(=NC=C1)S(=O)C)C)N